C(C)N(CC(=O)NC1CCCC=2C3=CC=CC=C3NC12)CC 2-(diethylamino)-N-(2,3,4,9-tetrahydro-1H-carbazol-1-yl)acetamide